1-ethyl-4-methylene-7-(trifluoromethyl)isochromane C(C)C1OCC(C2=CC=C(C=C12)C(F)(F)F)=C